BrC1=CC=C(C=C1)[C@@H](C(F)(F)F)N(C(=O)C1CN(C1)C1=NC(=NO1)C)C (S)-N-(1-(4-bromophenyl)-2,2,2-trifluoroethyl)-N-methyl-1-(3-methyl-1,2,4-oxadiazol-5-yl)azetidine-3-carboxamide